2-(4-(8-chloroquinolin-2-yl)phenoxy)ethanol ClC=1C=CC=C2C=CC(=NC12)C1=CC=C(OCCO)C=C1